tert-butyl (3R)-3-[[2-chloro-5-[(2-fluoro-6-methyl-anilino)methyl] pyrimidin-4-yl]amino]azepane-1-carboxylate ClC1=NC=C(C(=N1)N[C@H]1CN(CCCC1)C(=O)OC(C)(C)C)CNC1=C(C=CC=C1C)F